[F-].[F-].[Zr+4] zirconium (IV) difluoride